triphenylmethane dicarbamate C(N)(O)=O.C(N)(O)=O.C1(=CC=CC=C1)C(C1=CC=CC=C1)C1=CC=CC=C1